N-(3-amino-4-fluorobenzyl)-6',8'-difluoro-4'-oxo-3',4'-dihydro-1'H-spiro[piperidine-4,2'-quinoline]-1-carboxamide NC=1C=C(CNC(=O)N2CCC3(NC4=C(C=C(C=C4C(C3)=O)F)F)CC2)C=CC1F